(S)-2-ethoxypropanoic acid C(C)O[C@H](C(=O)O)C